CC(CCCC(C)=O)(C)[N+](=O)[O-] 6-Methyl-6-nitro-2-heptanone